2-amino-6-bromo-5-chloropyridine NC1=NC(=C(C=C1)Cl)Br